5-(trifluoromethyl)pyridin-2-ol FC(C=1C=CC(=NC1)O)(F)F